(1R,4R)-4-((6-amino-4-((4-methylpiperidin-1-yl)methyl)pyridin-2-yl)amino)cyclohexan-1-ol NC1=CC(=CC(=N1)NC1CCC(CC1)O)CN1CCC(CC1)C